9-(1-((1H-imidazol-4-yl)methyl)piperidin-4-yl)-2,4-dimethyl-7,12-dihydro-6H-pyrido[3',4':2,3]oxepino[4,5-b]indole N1C=NC(=C1)CN1CCC(CC1)C=1C=C2C3=C(NC2=CC1)C1=C(OCC3)C(=NC(=C1)C)C